COC1=C(C(=CC(=C1)CCCCC)OC)C1=C(C=CC=C1)C1=CC=CC=C1 1,3-dimethoxy-5-pentyl-2-(2-phenylphenyl)benzene